C(C=C)OC(=O)O[NH-] allyloxycarbonyl-oxyamide